(1R,3S)-3-(3-((5-(hydroxyethyl)pyrazin-2-yl)amino)-1H-pyrazol-5-yl)cyclopentyl 2,2-dimethylazetidine-1-carboxylate CC1(N(CC1)C(=O)O[C@H]1C[C@H](CC1)C1=CC(=NN1)NC1=NC=C(N=C1)CCO)C